8-bromoimidazo[1,2-c]pyrimidin-5-ol BrC=1C=2N(C(=NC1)O)C=CN2